ClC=1C=C(C=C(C1)NS(=O)(=O)C)NC(=O)C1=CN(C(=C1)C1=NC=C(C=C1F)OC1CN(C1)C)C N-(3-chloro-5-(methylsulfonamido)phenyl)-5-(3-fluoro-5-((1-methylazetidin-3-yl)oxy)pyridin-2-yl)-1-methyl-1H-pyrrole-3-carboxamide